C(C1=CC=CC=C1)OC[C@H](C=O)NC(OC(C)(C)C)=O tert-butyl (R)-(1-(benzyloxy)-3-oxopropan-2-yl)carbamate